ClCC(=O)NC1=CC=C(CN2C(C(C3=CC(=CC=C23)NC(C2=CC=C(C=C2)Cl)=O)=O)=O)C=C1 N-(1-(4-(2-chloroacetamido)benzyl)-2,3-diketoindol-5-yl)-4-chlorobenzamide